FC1CN(C1)CCN1CNC2=NC=C(C=C21)C2=CC=CC=C2 1-[2-(3-Fluoroazetidin-1-yl)ethyl]-6-phenyl-3H-imidazo[4,5-b]Pyridine